2-(4-ethyl-6-methylpyrazolo[1,5-a]pyrazin-2-yl)-7-(1-ethylpiperidin-4-yl)-4H-pyrido[1,2-a]pyrimidin-4-one C(C)C=1C=2N(C=C(N1)C)N=C(C2)C=2N=C1N(C(C2)=O)C=C(C=C1)C1CCN(CC1)CC